FC=1C=C(C=NC1OC)C=1N=C(NC1C1=CC(=NC=C1)C)N 4-(5-Fluoro-6-methoxypyridin-3-yl)-5-(2-methylpyridin-4-yl)-1H-imidazol-2-amine